COC=1C=C2OC=3C=C4C(=CC3C(C2=C(C1)OC)=O)OCO4 7,9-dimethoxy-10H-[1,3]dioxolo[4,5-b]xanthene-10-one